C1(CC1)C1=C(C(=NO1)C1=C(C=CC=C1Cl)Cl)COCC12CCC(CC1)(CC2)C=2SC1=C(N2)C=CC=C1 2-(4-(((5-Cyclopropyl-3-(2,6-dichlorophenyl)isoxazol-4-yl)methoxy)methyl)bicyclo[2.2.2]octan-1-yl)benzo[d]thiazol